(5aS,6R,11bR)-3-(3-(4-(tert-butyl)-1H-pyrazol-1-yl)propyl)-14-(cyclopropylmethyl)-5a,10-dihydroxy-3,4,5,5a,6,7-hexahydro-6,11b-(epiminoethano)naphtho[1,2-d]azepin-2(1H)-one C(C)(C)(C)C=1C=NN(C1)CCCN1C(C[C@@]23[C@@](CC1)([C@@H](CC1=CC=C(C=C12)O)N(CC3)CC3CC3)O)=O